4-((3-methyl-4-((1-methyl-1H-benzo[d]imidazol-5-yl)oxy)phenyl)amino)pyrimidine-5-carboxylic acid CC=1C=C(C=CC1OC1=CC2=C(N(C=N2)C)C=C1)NC1=NC=NC=C1C(=O)O